Cl.C(C1(CC1)N)([2H])([2H])[2H] 1-(methyl-d3)-cyclopropan-1-amine hydrochloride